1-[6-[3-(5-chloro-2-fluoro-phenyl)-1H-pyrazol-4-yl]-1,5-naphthyridin-3-yl]-N-methyl-azetidin-3-amine ClC=1C=CC(=C(C1)C1=NNC=C1C=1N=C2C=C(C=NC2=CC1)N1CC(C1)NC)F